C(C)(CC)C(CO)(CO)CCCC 2-sec-butyl-2-butyl-1,3-propanediol